Cl.FC1(CNCCC1C1=NC(=NO1)C1=C2N(C=3C=CC=CC13)CCC2)F 5-(3,3-difluoropiperidin-4-yl)-3-(2,3-dihydro-1H-pyrrolo[1,2-a]indol-9-yl)-1,2,4-oxadiazole hydrochloride